[I-].N1=CC=C(C=C1)OC/1=C(CCC\C1=C/C=C\1/N(C2=CC=CC=C2C1(C)C)C)/C=C/C1=[NH+]C2=CC=CC=C2C1 (E)-2-((E)-2-((E)-2-(pyridine-4-yloxy)-3-((E)-2-(1,3,3-trimethylindolin-2-ylidene)ethylidene)cyclohex-1-en-1-yl)vinyl)-3H-indol-1-ium iodide